NC1=C(C=2C(=NC=C(C2S1)F)C=1C2=C(C=3C=NC(=NC3C1F)N1C[C@@H](CC1)N1CCNCC1)COC2)C#N 2-Amino-7-fluoro-4-(5-fluoro-3-((R)-3-(piperazin-1-yl)pyrrolidin-1-yl)-7,9-dihydrofuro[3,4-f]quinazolin-6-yl)thieno[3,2-c]pyridine-3-carbonitrile